COC(C(CC)(C)N1N=CC(=C1)I)=O 2-(4-iodo-1H-pyrazol-1-yl)-2-methylbutanoic acid methyl ester